(E)-3-chloro-5-((1-hydroxy-2-methylprop-ylimino)methyl)phenyl isobutyrate C(C(C)C)(=O)OC1=CC(=CC(=C1)/C=N/C(C(C)C)O)Cl